2-aminomethyl-4-(4-fluorobenzyl)morpholine NCC1CN(CCO1)CC1=CC=C(C=C1)F